ClCC(C)(O)C 1-chloro-2-Methyl-2-propanol